(±)-(4aR,13bR)-4-methyl-10-(trifluoromethyl)-1,2,3,4,4a,5,6,13b-octahydro-8H-[1,6]naphthyridino[5,6-b]quinazolin-8-one CN1CCC[C@@H]2[C@H]1CCN1C2=NC2=CC=C(C=C2C1=O)C(F)(F)F |r|